C(C)(C)(C)C1=CC=C(C=C1)C=1OC(=NN1)C1=CC(=CC=C1)C1=NN=C(O1)C1=CC=C(C=C1)C(C)(C)C 1,3-bis(2-(4-tert-butylphenyl)-1,3,4-oxadiazol-5-yl)benzene